(3R)-1-[2-[t-butyl(dimethyl)silyl]oxyethyl]piperidin-3-amine [Si](C)(C)(C(C)(C)C)OCCN1C[C@@H](CCC1)N